methacryloxyformamide C(C(=C)C)(=O)ONC=O